C1(CC1)N1C(C(=C(C2=CC=CC=C12)C1=CC=CC=C1)C(\C=C\C=1C=NC=NC1)=O)=O 1-cyclopropyl-4-phenyl-3-[(2E)-3-(pyrimidin-5-yl)prop-2-enoyl]-1,2-dihydroquinolin-2-one